[Ag].[Cu].[Li] lithium-copper-silver